tricyclo[4.2.1.02,6]nonane C12C3CCCC3(CC1)C2